C(=O)C1CCC(CC1)N1C(C2=CC(=C(C=C2C1)NC(=O)C=1C=NN2C1N=CC=C2)OC(C)C)=O N-(2-((1r,4r)-4-formylcyclohexyl)-6-isopropoxy-1-oxoisoindolin-5-yl)pyrazolo[1,5-a]pyrimidine-3-carboxamide